2,3-dichloro-6-iodo-4-methoxy-benzoic acid ClC1=C(C(=O)O)C(=CC(=C1Cl)OC)I